Racemic-(3bS,4aR)-3-bromo-2-(5-fluoropyridin-2-yl)-3b,4,4a,5-tetrahydrocyclopropa[3,4]pyrrolo[1,2-b]pyrazole BrC1=C2N(N=C1C1=NC=C(C=C1)F)C[C@H]1[C@@H]2C1 |r|